N-(2-fluorophenyl)-4-[(Z)-N'-hydroxycarbamimidoyl]benzamide FC1=C(C=CC=C1)NC(C1=CC=C(C=C1)/C(/N)=N/O)=O